FC(C(C(F)(F)F)(C1=NC=2CCC3C(C2C=C1)(CCN3C(=O)C31CCC(CC3)(CC1)C(=O)O)S(=O)(=O)C1=CC=CC=C1)F)(F)F 4-(7-(perfluoropropan-2-yl)-9b-(phenylsulfonyl)-2,3,3a,4,5,9b-hexahydro-1H-pyrrolo[3,2-f]quinoline-3-carbonyl)bicyclo[2.2.2]octane-1-carboxylic acid